[Cu+2].NCC(=O)N[C@@H](CC1=CNC=N1)C(=O)N[C@@H](CCCCN)C(=O)O glycyl-histidyl-lysine copper(II)